C1(CC1)C=1C(=NOC1)C(C#N)(C)C 2-(4-cyclopropylisoxazol-3-yl)-2-methylpropanenitrile